C(C(=O)[O-])(=O)[O-].[Ni+2].[Mn+2].C(C(=O)[O-])(=O)[O-] manganese nickel oxalate